tert-butyl 4-(6-chloro-2-((4,4-difluorocyclohexyl)amino)pyrimidin-4-yl)piperidine-1-carboxylate ClC1=CC(=NC(=N1)NC1CCC(CC1)(F)F)C1CCN(CC1)C(=O)OC(C)(C)C